5-(3-chloro-1-(piperidin-4-yl)-1H-pyrazol-4-yl)-3-(3-fluorophenyl)-1-tosyl-1H-pyrrolo[2,3-b]pyridine ClC1=NN(C=C1C=1C=C2C(=NC1)N(C=C2C2=CC(=CC=C2)F)S(=O)(=O)C2=CC=C(C)C=C2)C2CCNCC2